[Cu].[Ni].[Mn] manganese nickel-copper